4-[1-[3,5-dichloro-4-(2-chloroethoxy)phenyl]-1-methyl-ethyl]aniline ClC=1C=C(C=C(C1OCCCl)Cl)C(C)(C)C1=CC=C(N)C=C1